C1(CCCCC1)N(C(=O)C=1N=C(SC1)C=1C=NN(C1)C1=CC=CC=C1)CCC N-cyclohexyl-2-(1-phenyl-1H-pyrazol-4-yl)-N-propyl-1,3-thiazole-4-carboxamide